FC(C=1C=C(C=CC1)NC(NC=1C=C(SC1)C1=CC(=NC=C1)C(=O)NCC1=CC=CC=C1)=S)(F)F 4-{4-[3-[3-trifluoromethylphenyl]thioureido]-thiophenyl}-N-benzylpyridine-2-carboxamide